CC=1C(=CC(=C(C1)C(C#N)C)[N+](=O)[O-])[N+](=O)[O-] 2-(5-methyl-2,4-dinitrophenyl)propionitrile